3-bromo-10-chloro-5-(phenyl-(tetrahydro-2H-pyran-4-yl)methyl)-8,9-dihydro-cyclopenta[f]pyrido[3,2-b]indol-7(5H)-one BrC1=CC=2N(C=3C=C4C(=C(C3C2N=C1)Cl)CCC4=O)C(C4CCOCC4)C4=CC=CC=C4